(R)-Tetrahydrofuran-3-yl (8-chloro-7-fluoro-6-iodoisoquinolin-3-yl)carbamate ClC=1C(=C(C=C2C=C(N=CC12)NC(O[C@H]1COCC1)=O)I)F